N-(2-((2-(dimethylamino)ethyl)(methyl)amino)-4-methoxy-5-((6-(3-(3-(pyrazolo[1,5-a]pyrimidin-6-yl)phenyl)isoxazolidin-2-yl)pyrimidin-4-yl)amino)phenyl)acrylamide CN(CCN(C1=C(C=C(C(=C1)OC)NC1=NC=NC(=C1)N1OCCC1C1=CC(=CC=C1)C=1C=NC=2N(C1)N=CC2)NC(C=C)=O)C)C